C(C)(C)(C)OC(=O)N[C@H](/C=C/C(C(=O)OC)(C)C)CC(C)C Methyl (S,E)-5-((tert-butoxycarbonyl)amino)-2,2,7-trimethyloct-3-enoate